5-(1-isopropyl-2-methyl-1H-imidazo[4,5-b]pyridin-6-yl)-N-(pyridin-4-yl)-7H-pyrrolo[2,3-d]pyrimidin-2-amine C(C)(C)N1C(=NC2=NC=C(C=C21)C2=CNC=1N=C(N=CC12)NC1=CC=NC=C1)C